potassium diethylene glycol isophthalate C(C1=CC(C(=O)[O-])=CC=C1)(=O)[O-].C(COCCO)O.[K+].[K+]